C1(=CC=CC=C1)N1C([C@H]2[C@@H](C1=O)[C@@H](C[C@@H]2C=C)C=CC2=CC=CC=C2)=O (3aS,4S,6R,6aR)-2-phenyl-4-styryl-6-vinyltetrahydrocyclopenta[c]pyrrole-1,3(2H,3aH)-dione